1-(4-(trifluoro-methyl)phenyl)-2,3-dihydroquinazolin-4(1H)-one FC(C1=CC=C(C=C1)N1CNC(C2=CC=CC=C12)=O)(F)F